6-[4-(aminomethyl)phenyl]-2-[(4-methoxyphenyl)methyl]pyridazin-3-one NCC1=CC=C(C=C1)C=1C=CC(N(N1)CC1=CC=C(C=C1)OC)=O